3-chloro-7-(2-((3aS,4R,6aR)-2,2-dimethyl-4-(4-methyl-1H-pyrrolo[3,2-c]pyridin-1-yl)-3a,6a-dihydro-4H-cyclopenta[d][1,3]dioxol-6-yl)ethyl)-5-fluoroquinolin-2-amine ClC=1C(=NC2=CC(=CC(=C2C1)F)CCC1=C[C@H]([C@H]2[C@@H]1OC(O2)(C)C)N2C=CC=1C(=NC=CC12)C)N